COC1=CC=C(C=C1)CC(CC1=CC=C(C=C1)OC)C1=CC(=C(C(=N1)Cl)C(F)(F)F)C 6-(1,3-bis(4-methoxyphenyl)propan-2-yl)-2-chloro-4-methyl-3-(trifluoromethyl)pyridine